C(C)(C)(C)OC(=O)N[C@H](C(=O)O)C\C=C\C1=CC=C(C=C1)CC1N(CCN(CCN(CCN(C1)CC(OC(C)(C)C)=O)CC(OC(C)(C)C)=O)CC(OC(C)(C)C)=O)CC(=O)OC(C)(C)C (E,2s)-2-(tert-butoxycarbonylamino)-5-[4-[[1,4,7,10-tetrakis(2-tert-butoxy-2-oxo-ethyl)-1,4,7,10-tetrazacyclododec-2-yl]methyl]phenyl]pent-4-enoic acid